(S)-5-((((6-(2-chloro-3-(3-chloro-4-((2-fluoro-3-((3-(hydroxymethyl)azetidin-1-yl)methyl)phenyl)amino)pyridin-2-yl)phenyl)-2-methoxypyridin-3-yl)methyl)amino)methyl)pyrrolidin-2-one ClC1=C(C=CC=C1C1=NC=CC(=C1Cl)NC1=C(C(=CC=C1)CN1CC(C1)CO)F)C1=CC=C(C(=N1)OC)CNC[C@@H]1CCC(N1)=O